O=C1NC(CCC1N1C(N(C2=C1C=CC=C2CCCOCCOCCOCCOCC=O)C)=O)=O 2-[2-[2-[3-[1-(2,6-Dioxo-3-piperidyl)-3-methyl-2-oxo-benzimidazol-4-yl]propoxylethoxy]ethoxy]ethoxy]acetaldehyde